C(C1=CC=CC=C1)OC1=C(C=C2C=NN(C2=C1F)C1=NC=C(C=N1)Br)F 6-(Benzyloxy)-1-(5-bromopyrimidin-2-yl)-5,7-difluoro-1H-indazole